tert-butyl 6-(methylsulfonyloxymethyl)-2-azaspiro[3.3]heptane-2-carboxylate CS(=O)(=O)OCC1CC2(CN(C2)C(=O)OC(C)(C)C)C1